2-oxo-2-(p-toluidino)acetic acid O=C(C(=O)O)NC1=CC=C(C=C1)C